C(C)(C)(C)C1=CC(=C(C=C1Cl)C=1NC2=CC=NC(=C2C(C1)=O)C1=C(N=CO1)C)C 2-(4-tert-butyl-5-chloro-2-methyl-phenyl)-5-(4-methyloxazol-5-yl)-1H-1,6-naphthyridin-4-one